FC1=C(/C(=N/O)/Cl)C(=CC=C1)F (Z)-2,6-difluoro-N-hydroxybenzimidoyl chloride